ClC=1N=NC(=CC1O)Cl 3,6-dichloro-4-hydroxypyridazine